1-(4-(4-Chlorophenyl)-3,4-dihydroquinoxalin-1(2H)-yl)-3-(piperidin-1-yl)propan-1-one ClC1=CC=C(C=C1)N1CCN(C2=CC=CC=C12)C(CCN1CCCCC1)=O